F[C@@H]1[C@@H]([C@H]2CN([C@@]1(CC2)C)C)N(C2=CC=C(N=N2)C2=C(C=C(C=C2)N2C=NC=C2)O)C 2-(6-(((1R,4R,5R,6R)-6-fluoro-1,2-dimethyl-2-azabicyclo[2.2.2]octan-5-yl)(methyl)amino)pyridazin-3-yl)-5-(1H-imidazol-1-yl)phenol